(3,5-dimethoxybenzyloxy)benzylidene-3-isobutyl-thiazolidine-2,4-dione COC=1C=C(COC(C2=CC=CC=C2)=C2C(N(C(S2)=O)CC(C)C)=O)C=C(C1)OC